IC1=CN=C(N=N1)N1CCC2(CC1)[C@@H](C1=CC=CC=C1C2)N[S@](=O)C(C)(C)C (R)-N-((S)-1'-(6-iodo-1,2,4-triazin-3-yl)-1,3-dihydrospiro[indene-2,4'-piperidin]-1-yl)-2-methylpropan-2-sulfinamide